C[Si](C)(C)[Si](NC(C)(C)C)([Si](C)(C)C)[Si](C)(C)C N-tris(trimethylsilyl)silyl-tert-butylamine